BrC1=C(C=C(C(=O)NCC=2N=NN(C2)CC2=C(C=CC=C2)F)C=C1)[N+](=O)[O-] 4-bromo-N-((1-(2-fluorobenzyl)-1H-1,2,3-triazol-4-yl)methyl)-3-nitrobenzamide